Cl[C@H](CC(C)C)B(O)O (S)-1-chloro-3-methylbutylboronic acid